FC1=C(C(=O)N([C@H]2CNCCC2)C2=NC=CC3=C2C=C(S3)C3=CC=C(C=C3)S(NC(C)C)(=O)=O)C=CC(=C1)C=1N=NN(C1)C 2-fluoro-N-[2-[4-(isopropylsulfamoyl)phenyl]thieno[3,2-c]pyridin-4-yl]-4-(1-methyltriazol-4-yl)-N-[(3R)-3-piperidyl]benzamide